4-benzyl-N7-hydroxy-N2-(tetrahydro-2H-pyran-4-yl)-3,4-dihydro-2H-benzo[b][1,4]oxazine-2,7-dicarboxamide C(C1=CC=CC=C1)N1C2=C(OC(C1)C(=O)NC1CCOCC1)C=C(C=C2)C(=O)NO